4-methyl-5-(tetramethyl-1,3,2-dioxaborolan-2-yl)pyridine-2-carbonitrile CC1=CC(=NC=C1B1OC(C(O1)(C)C)(C)C)C#N